2-isopropyl-1,4-phenylene ether C(C)(C)C1=C2C=CC(=C1)O2